bis-(2,6-dichlorobenzoyl)-4-octylphenyl-phosphine oxide ClC1=C(C(=O)P(C2=CC=C(C=C2)CCCCCCCC)(C(C2=C(C=CC=C2Cl)Cl)=O)=O)C(=CC=C1)Cl